rac-but-3-en CCC=C